9-(4-(2,2-dimethylpropyl-1,1-d2)pyridin-2-yl)-9H-carbazol-2-ol CC(C([2H])([2H])C1=CC(=NC=C1)N1C2=CC=CC=C2C=2C=CC(=CC12)O)(C)C